C(C)(C)(C)OC(=O)N1CCC(CC1)C1=CC=CC(=N1)OCC1=C(C=C(C(=O)O)C=C1)Cl 4-(((6-(1-(tert-butoxycarbonyl)piperidin-4-yl)pyridin-2-yl)oxy)methyl)-3-chlorobenzoic acid